C1(CC1)C1=NC=NC(=C1C1=NC=C(C(=N1)SC)C1(CC1)C(F)(F)F)OC 2-(4-cyclopropyl-6-methoxy-pyrimidin-5-yl)-4-methylsulfanyl-5-[1-(trifluoromethyl)cyclopropyl]pyrimidine